FC(C(=O)O)(F)F.N1N=CC(=C1)C#N 1H-pyrazole-4-carbonitrile trifluoro-acetate salt